ClC=1C=CC=C2C(C=C(OC12)C1=C(OCCNC2CC(C2)C(=O)O)C=C(C=C1)C)=O 3-[2-[2-(8-chloro-4-oxo-chromen-2-yl)-5-methyl-phenoxy]ethylamino]cyclobutanecarboxylic acid